(2-methoxyethyl)benzene COCCC1=CC=CC=C1